C(#C)C1=CC(=NC(=N1)N)C=1C=NC=CC1 6-ethynyl-4-(3-pyridinyl)-2-pyrimidinylamine